OCC1CCN(CC1)C1=CC=C(C=N1)N1C(NC(CC1)=O)=O 1-{6-[4-(hydroxymethyl)piperidin-1-yl]pyridin-3-yl}-1,3-diazinane-2,4-dione